N1N=CC(=C1)CCC(=O)O 3-(1H-pyrazol-4-yl)propionic acid